ClC=1C(=NC(=NC1)NC1=CC(=C(C=C1OC)N1CCC(CC1)N1CCC(CC1)=O)CC)NC=1C(=C2C=C(C(=NC2=CC1)C)F)P(=O)(C)C 1'-(4-((5-chloro-4-((5-(dimethylphosphoryl)-3-fluoro-2-methylquinolin-6-yl)amino)pyrimidin-2-yl)amino)-2-ethyl-5-methoxyphenyl)-[1,4'-bipiperidin]-4-one